methyl 4-amino-7-bromo-2-oxo-1-(quinolin-5-yl)-1,2-dihydroquinoline-3-carboxylate NC1=C(C(N(C2=CC(=CC=C12)Br)C1=C2C=CC=NC2=CC=C1)=O)C(=O)OC